C(C)(C)C1=C(C(=CC=C1)C(C)C)C1=NNC(C2=CC=CC=C12)=O 4-(2,6-diisopropylphenyl)-2,3-naphthyridin-1-one